2-(1H-pyrazol-1-ylethyl)-1H-benzimidazole-6-carboxylic acid N1(N=CC=C1)CCC1=NC2=C(N1)C=C(C=C2)C(=O)O